FC1=C(CNC(=O)C=2C(C(=C3N(N4[C@H](CCC(N(C3=O)C4)(C)C)C)C2)O)=O)C=CC(=C1)F (1S,2S)-N-(2,4-difluorobenzyl)-8-hydroxy-2,5,5-trimethyl-7,9-dioxo-2,3,4,5,7,9-hexahydro-1,6-methanopyrido[1,2-b][1,2,5]triazonine-10-carboxamide